(Z)-S-(2-(N-((4-amino-2-methylpyrimidin-5-yl)methyl)formamido)-5-hydroxypent-2-en-3-yl) 4-(tert-butyl)-2-ethoxybenzothioate C(C)(C)(C)C1=CC(=C(C(S\C(=C(\C)/N(C=O)CC=2C(=NC(=NC2)C)N)\CCO)=O)C=C1)OCC